F[C@@](C)(C(C)C)C=1C=C(C=2C=CC=3N(C2N1)C=C(N3)C=3OC=NN3)C(C(F)(F)F)(F)F (S)-2-(2-(2-fluoro-3-methylbutan-2-yl)-4-(perfluoroethyl)imidazo[1,2-a][1,8]naphthyridin-8-yl)-1,3,4-oxadiazole